N1=CN=C(C2=C1NC=C2)NC2=CC=C(OCCCCCCCCO)C=C2 8-(4-[(7H-pyrrolo[2,3-d]pyrimidin-4-yl)amino]phenoxy)-1-octanol